benzyl (3R)-3-(tert-butoxycarbonylamino)-4-hydroxybutyrate C(C)(C)(C)OC(=O)N[C@H](CC(=O)OCC1=CC=CC=C1)CO